IC1=CC=C(C=C1)C=1CCC(N(N1)C1=CC=CC=C1)=O 6-(4-iodophenyl)-2-phenyl-4,5-dihydropyridazin-3(2H)-one